1-{4-pyridin-4-yl-5-[4-(quinolin-2-ylmethoxy)-phenyl]-pyrazol-1-yl}-propan-2-ol N1=CC=C(C=C1)C=1C=NN(C1C1=CC=C(C=C1)OCC1=NC2=CC=CC=C2C=C1)CC(C)O